(rac)-6-fluoro-3-methyl-2,3-dihydrobenzofuran FC1=CC2=C([C@H](CO2)C)C=C1 |r|